1H-Benzotriazol-1-yloxytripyrrolidinylphosphonium hexafluorophosphate F[P-](F)(F)(F)(F)F.N1(N=NC2=C1C=CC=C2)O[P+](N2CCCC2)(N2CCCC2)N2CCCC2